ClC1=CC=C(C(=N1)C=O)N1CCC(CC1)O 6-chloro-3-(4-hydroxypiperidin-1-yl)pyridinecarbaldehyde